2-(2,8-dimethylimidazo[1,2-b]pyridazin-6-yl)-7-(3,3-dimethylpiperazin-1-yl)pyrido[1,2-a]pyrimidin-4-one CC=1N=C2N(N=C(C=C2C)C=2N=C3N(C(C2)=O)C=C(C=C3)N3CC(NCC3)(C)C)C1